1-((3R,4R)-3-(phenylsulfonyl)-4-((4-(trifluoromethyl)benzyl)oxy)pyrrolidin-1-yl)prop-2-en-1-one C1(=CC=CC=C1)S(=O)(=O)[C@@H]1CN(C[C@H]1OCC1=CC=C(C=C1)C(F)(F)F)C(C=C)=O